2-(chloromethyl)-5-methyl-1,3,4-oxadiazol ClCC=1OC(=NN1)C